9,9-dimethyl-N-(3-(9-phenyl-9H-fluoren-9-yl)phenyl)-9H-fluoren-4-amine CC1(C2=CC=CC=C2C=2C(=CC=CC12)NC1=CC(=CC=C1)C1(C2=CC=CC=C2C=2C=CC=CC12)C1=CC=CC=C1)C